aziridin-1-yl(3-(3,7-dimethylocta-2,6-dien-1-yl)-2,4-dihydroxy-6-pentylphenyl)methanone N1(CC1)C(=O)C1=C(C(=C(C=C1CCCCC)O)CC=C(CCC=C(C)C)C)O